3-(4-(4-amino-3-(4-phenoxyphenyl)-1H-pyrazolo[3,4-d]pyrimidin-1-yl)-[1,4'-Bipiperidin]-1'-yl)azetidine-1-carboxylic acid tert-butyl ester C(C)(C)(C)OC(=O)N1CC(C1)N1CCC(CC1)N1CCC(CC1)N1N=C(C=2C1=NC=NC2N)C2=CC=C(C=C2)OC2=CC=CC=C2